C(CCC)OC(C=CC=CCCCCCCCCCCCCCCC)=O eicosadienoic acid n-butyl ester